CC(CC(=O)[O-])C 3-Methylbutyrate